2,8-diazaspiro[4.5]decane-1,3-dione hydrochloride Cl.C1(NC(CC12CCNCC2)=O)=O